6-[(2-fluorophenyl)methyl]-N'-hydroxy-5-oxo-7H-pyrrolo[3,4-b]pyridine-3-carboximidamide FC1=C(C=CC=C1)CN1CC2=NC=C(C=C2C1=O)C(N)=NO